NCC=1C=C(C=CC1)C1=CC(=CC=2C=C(OC21)COC2=C(C=CC=C2)CC(=O)O)C(C)O 2-(2-((7-(3-(aminomethyl)phenyl)-5-(1-hydroxyethyl)benzofuran-2-yl)methoxy)phenyl)acetic acid